2,4,6-trihydroxy-3-nitro-benzamide OC1=C(C(=O)N)C(=CC(=C1[N+](=O)[O-])O)O